ethyl 5-(bromomethyl)-2-(3-chloro-2-pyridyl)pyrazole-3-carboxylate BrCC=1C=C(N(N1)C1=NC=CC=C1Cl)C(=O)OCC